C(C)OC(=O)C1(CN(CCC1)C(=O)OCC1=CC=CC=C1)CO 3-(hydroxymethyl)piperidine-1,3-dicarboxylic acid 1-benzyl ester 3-ethyl ester